N-(2-{[2-(Dimethylamino)ethyl](methyl)amino}-5-{4-[((1S,2R)-2-hydroxycyclopentyl)amino]-6-phenylfuro[2,3-d]pyrimidin-5-yl}phenyl)prop-2-enamide CN(CCN(C1=C(C=C(C=C1)C1=C(OC=2N=CN=C(C21)N[C@@H]2[C@@H](CCC2)O)C2=CC=CC=C2)NC(C=C)=O)C)C